bicyclo[6.1.0]Non-4-yn-9-ylmethanol-lysine trimethyl-silylphosphite C[Si](P(O)(O)O)(C)C.N[C@@H](CCCCN)C(=O)O.C12CCC#CCCC2C1CO